1-(azidomethyl)-4-(trifluoromethyl)benzene N(=[N+]=[N-])CC1=CC=C(C=C1)C(F)(F)F